C1(=CC=CC=C1)NCCC(CC[Si](OCC)(OCC)OCC)N 3-(2-phenylaminoethyl)-3-aminopropyltriethoxysilane